ethyl (R)-8-cyclopropyl-6-(2-fluorophenyl)-4-methyl-4H-benzo[f]imidazo[1,5-a][1,4]diazepine-3-carboxylate C1(CC1)C=1C=CC2=C(C(=N[C@@H](C=3N2C=NC3C(=O)OCC)C)C3=C(C=CC=C3)F)C1